(((1R,2S,3S,4R)-3-(ethoxycarbonyl)bicyclo[2.2.2]octane-2-yl)amino)pyrrolo[2,1-f][1,2,4]triazine-7-carboxylic acid C(C)OC(=O)[C@@H]1[C@H](C2CCC1CC2)NC2=NN1C(C=N2)=CC=C1C(=O)O